2-(6-(3-fluoropyrrolidin-1-yl)pyridin-3-yl)-5-(4-methoxybenzyl)-3-methyl-5,6-dihydropyrrolo[3,4-d]imidazol-4(3H)-one FC1CN(CC1)C1=CC=C(C=N1)C=1N(C2=C(N1)CN(C2=O)CC2=CC=C(C=C2)OC)C